NC1=C(C(=O)OC2[C@H](O)[C@H](O)[C@H](O2)CO)C=CC=C1 ribosyl aminobenzoate